2-methyl-N-(4-(N-(1-(piperidin-3-yl)ethyl)sulfamoyl)naphthalen-1-yl)benzamide CC1=C(C(=O)NC2=CC=C(C3=CC=CC=C23)S(NC(C)C2CNCCC2)(=O)=O)C=CC=C1